ClC1=CC2=C(N=CN(C2=O)CC2(CCN(CC2)C(=O)C2(CC2)C)O)N1C1=CC(=C(C=C1)F)C1=CC=NN1C 6-Chloro-7-(4-fluoro-3-(1-methyl-1H-pyrazol-5-yl)phenyl)-3-((4-hydroxy-1-(1-methylcyclopropanecarbonyl)piperidin-4-yl)methyl)-3H-pyrrolo[2,3-d]pyrimidin-4(7H)-one